piperidine-4-sulfonimidamide N1CCC(CC1)S(=O)(N)=N